COC=1C=C(C=CC1)CN1C=NC=2C=CC(=C(C2C1=O)C#N)C=1C=NNC1 3-[(3-methoxyphenyl)methyl]-4-oxo-6-(1H-pyrazol-4-yl)quinazoline-5-carbonitrile